C(C=C)(=O)OCCC[SiH3] acryloyloxypropyl-silane